2-(2,4-difluorobenzyl)-6-(2-(2-methylpyrrolidin-1-yl)pyrimidin-5-yl)pyridazin-3(2H)-one FC1=C(CN2N=C(C=CC2=O)C=2C=NC(=NC2)N2C(CCC2)C)C=CC(=C1)F